C(C)(C)(C)OC(N[C@](CO)(CC(C)C)C)=O (S)-(1-hydroxy-2,4-dimethylpentan-2-yl)carbamic acid tert-butyl ester